Cl.C(C)[C@H]1NCCC1 (2R)-2-ethylpyrrolidine hydrochloride